N-{(2S,3R,4S)-1-(bicyclo[1.1.1]pentane-1-carbonyl)-4-fluoro-2-[(3'-fluoro[1,1'-biphenyl]-3-yl)methyl]pyrrolidin-3-yl}-ethanesulfonamide C12(CC(C1)C2)C(=O)N2[C@H]([C@H]([C@H](C2)F)NS(=O)(=O)CC)CC=2C=C(C=CC2)C2=CC(=CC=C2)F